(2E)-7-((1R,2R,3R)-3-hydroxy-2-((1E,3S,4S)-3-hydroxy-4-methylnon-1-en-6-yn-1-yl)-5-oxocyclopentyl)hept-2-enoic acid O[C@H]1[C@@H]([C@H](C(C1)=O)CCCC/C=C/C(=O)O)\C=C\[C@H]([C@H](CC#CCC)C)O